[C@H]12CN(C[C@H](CC1)N2)C=2C1=C(N=C(N2)OCC23CCCN3CC(C2)F)C(=C(N=C1)C1=C2C=NNC2=CC=C1C(F)(F)F)F 4-((1R,5S)-3,8-diazabicyclo[3.2.1]octan-3-yl)-8-fluoro-2-((2-fluorotetrahydro-1H-pyrrolizin-7a(5H)-yl)methoxy)-7-(5-(trifluoromethyl)-1H-indazol-4-yl)pyrido[4,3-d]pyrimidine